FC1=C(C(=O)NC=2OC(=NN2)C)C=CC(=C1S(=O)CCC)C(F)(F)F 2-fluoro-N-(5-methyl-1,3,4-oxadiazol-2-yl)-3-(propylsulfinyl)-4-(trifluoromethyl)benzamide